3-(6-fluoropyridin-2-yl)-1H-pyrrolo[3,2-b]pyridin FC1=CC=CC(=N1)C1=CNC=2C1=NC=CC2